5-{[5-(3-butyl-1,2,4-oxadiazol-5-yl)-4-{[(1S)-2-hydroxy-1-phenylethyl]amino}pyrimidin-2-yl]amino}-3,3-dimethyl-1,3-dihydro-2-benzofuran-1-one C(CCC)C1=NOC(=N1)C=1C(=NC(=NC1)NC1=CC2=C(C(OC2(C)C)=O)C=C1)N[C@H](CO)C1=CC=CC=C1